CC1=C(C=C(C(=C1)O)C(C)(C)C)C(CC(C)C1=C(C=C(C(=C1)C(C)(C)C)O)C)C1=C(C=C(C(=C1)C(C)(C)C)O)C 1,1,3-tris(2-methyl-4-hydroxy-5-tert.butylphenyl)butane